ClC1=C(C=CC=C1C1=CC=C(C(=N1)OC)CNC[C@H](CO)O)C1=C(C(=CC=C1)NC=1C2=C(N=C(N1)C)C=CC=N2)C (R)-3-(((6-(2-chloro-2'-methyl-3'-((2-methylpyrido[3,2-d]pyrimidin-4-yl)amino)-[1,1'-biphenyl]-3-yl)-2-methoxypyridin-3-yl)methyl)amino)propane-1,2-diol